O1COC=2C1=CC=1CCO[C@H](C1C2)CNC (R)-1-(7,8-dihydro-5H-[1,3]dioxolo[4,5-g]isochromen-5-yl)-N-methyl-methylamine